(S)-5-((5-chloro-2-(5-(2,6-diamino-5-cyanopyrimidin-4-yl)-5-azaspiro[2.4]heptan-6-yl)-4-oxoquinazolin-3(4H)-yl)methyl)-N-hydroxyisoxazole-3-carboxamide ClC1=C2C(N(C(=NC2=CC=C1)[C@H]1N(CC2(CC2)C1)C1=NC(=NC(=C1C#N)N)N)CC1=CC(=NO1)C(=O)NO)=O